ClC1=CC=C(C=C1)C(/C=C/C1=CC=C(C(=O)O)C=C1)=O 4-[(E)-3-(4-Chlorophenyl)-3-oxo-prop-1-enyl]benzoic acid